(S)-5-methyl-N-(3-(1-((1-(pyridin-3-yl)-1H-pyrazolo[3,4-b]pyrazin-6-yl)amino)ethyl)phenyl)nicotinamide CC=1C=NC=C(C(=O)NC2=CC(=CC=C2)[C@H](C)NC2=CN=C3C(=N2)N(N=C3)C=3C=NC=CC3)C1